C(#N)[B-](C#N)(C#N)C#N.C(CCC)[N+](CCCC)(CCCC)CCCC tetrabutylammonium tetracyanoborate